amino-3-methylimidazole NC1=NC=CN1C